racemic-N-(3-chloro-4-fluorophenyl)-2-methyl-4-(3-methylureido)-2,4,5,6-tetrahydrocyclopenta[c]pyrrole-1-carboxamide ClC=1C=C(C=CC1F)NC(=O)C=1N(C=C2C1CC[C@H]2NC(=O)NC)C |r|